BrCC(=O)C1=CC2=C(OC(CO2)C=2C=NC(=CC2)C2CC2)C(=C1)OC 2-bromo-1-(2-(6-cyclopropylpyridin-3-yl)-8-methoxy-2,3-dihydrobenzo[b][1,4]dioxin-6-yl)ethan-1-one